C(C)(C)(C)N\C=C/1\C(OC2=CC=C(C=C2C1=O)O)C1=CC=C(C=C1)O (Z)-3-((tert-butylamino)methylene)-6-hydroxy-2-(4-hydroxyphenyl)chroman-4-one